N-(1H-benzo[d]imidazol-2-yl)-1H-imidazole-1-thiocarboamide N1C(=NC2=C1C=CC=C2)NC(=S)N2C=NC=C2